3-[(1-azabicyclo[2.2.2]oct-2-ylcarbonyl)amino]-5-[1-(4-methoxybenzyl)-5-methyl-1H-pyrazol-4-yl]thiophene-2-carboxylic acid methyl ester COC(=O)C=1SC(=CC1NC(=O)C1N2CCC(C1)CC2)C=2C=NN(C2C)CC2=CC=C(C=C2)OC